COC1(CCOCC1)C1=CSC2=C1N=C(N=C2N2[C@@H](COCC2)C)C2=C1C=CNC1=CC(=C2)CO (R)-(4-(7-(4-methoxytetrahydro-2H-pyran-4-yl)-4-(3-methylmorpholino)thieno[3,2-d]pyrimidin-2-yl)-1H-indol-6-yl)methanol